N-{[2-(1,3-oxazol-5-yl)pyridin-4-yl]methyl}carbamic acid tert-butyl ester C(C)(C)(C)OC(NCC1=CC(=NC=C1)C1=CN=CO1)=O